2-(((3,3-dibutyl-5-(3-fluoro-4-methoxyphenyl)-7-methylsulfanyl-1,1-dioxo-2,3,4,5-tetrahydrobenzo[b][1,4]thiazepin-8-yl)methyl)amino)acetic acid C(CCC)C1(CN(C2=C(S(C1)(=O)=O)C=C(C(=C2)SC)CNCC(=O)O)C2=CC(=C(C=C2)OC)F)CCCC